ClC1=NC(=CC(=C1)NC1CCC(CC1)NC(C1=CC=C(C=C1)F)=O)C(F)(F)F N-(1S-4S)-[4-[[2-chloro-6-(trifluoromethyl)-4-pyridyl]amino]cyclohexyl]-4-fluoro-benzamide